2,2'-[[(Methyl-1H-benzotriazol-1-yl)methyl]imino]bisethanol CC1=CC=CC=2N(N=NC21)CN(CCO)CCO